chroman-7-ol O1CCCC2=CC=C(C=C12)O